7-{3-[(2-ethoxyethyl)carbamoyl]azetidin-1-yl}-5-methyl-4-oxo-1-[4-(trifluoromethyl)-1,3-thiazol-2-yl]1,4-dihydro-1,8-naphthyridine-3-carboxylic acid C(C)OCCNC(=O)C1CN(C1)C1=CC(=C2C(C(=CN(C2=N1)C=1SC=C(N1)C(F)(F)F)C(=O)O)=O)C